C(C)(C)(C)N1N=CC(=C1)C=1C=C(C=2N(C1)N=CC2C#N)SC2=C(C=CC=C2)C#N 6-(1-(tert-butyl)-1H-pyrazol-4-yl)-4-((2-cyanophenyl)thio)pyrazolo[1,5-a]pyridine-3-carbonitrile